((2R,3R,4S,5R)-4-acetoxy-5-(2-amino-7-butyl-8-oxo-7,8-dihydro-9H-purin-9-yl)-3-fluorotetrahydrofuran-2-yl)acetic acid methyl ester COC(C[C@H]1O[C@H]([C@@H]([C@@H]1F)OC(C)=O)N1C2=NC(=NC=C2N(C1=O)CCCC)N)=O